6-(2-chloro-4-fluoro-5-methoxy-phenyl)-3-(5-methyl-4-isoquinolyl)-1-(2-trimethylsilylethoxymethyl)thieno[3,2-d]pyrimidine-2,4-dione ClC1=C(C=C(C(=C1)F)OC)C1=CC=2N(C(N(C(C2S1)=O)C1=CN=CC2=CC=CC(=C12)C)=O)COCC[Si](C)(C)C